(S)-2-((tert-Butoxycarbonyl)(methyl)amino)-3-(4-hydroxyphenyl)-3-methylbutanoic acid C(C)(C)(C)OC(=O)N([C@H](C(=O)O)C(C)(C)C1=CC=C(C=C1)O)C